2-(2-(dimethylamino)-2-oxoethyl)-3-fluoro-6-methyl-N-(quinolin-8-yl)benzamide CN(C(CC1=C(C(=O)NC=2C=CC=C3C=CC=NC23)C(=CC=C1F)C)=O)C